ClC(C(C1=CC=CC=C1)=O)Br chlorobenzoylmethyl bromide